2-(2-aminobenzooxazol-5-yl)benzaldehyde NC=1OC2=C(N1)C=C(C=C2)C2=C(C=O)C=CC=C2